(tert-Butoxycarbonyl)-2-azaspiro[3.5]nonane-7-carboxylic acid C(C)(C)(C)OC(=O)C1NCC12CCC(CC2)C(=O)O